FC(CN1C=C(C(C(=C1C)C1=C(C=C(C=C1)F)C)=O)C(=O)NC1=CC(=C(C=C1)OC1=CC=NC2=CC(=C(N=C12)OC)OC)F)F 1-(2,2-difluoroethyl)-N-[4-[(6,7-dimethoxy-1,5-naphthyridin-4-yl)oxy]-3-fluorophenyl]-5-(4-fluoro-2-methylphenyl)-6-methyl-4-oxopyridine-3-carboxamide